[Si](C)(C)(C)C(C#C)O TMS-propargylalcohol